3-(3-cyanophenyl)urea C(#N)C=1C=C(C=CC1)NC(N)=O